9-(6-(3-Methoxyphenyl)pyrimidin-4-yl)-9H-carbazole COC=1C=C(C=CC1)C1=CC(=NC=N1)N1C2=CC=CC=C2C=2C=CC=CC12